IC1=C(C=NC=C1OC)NC(C(C)(C)C)=O N-(4-iodo-5-methoxy-3-pyridyl)-2,2-dimethyl-propionamide